C(C)(C)(C)OC(=O)N1CC(C(C1)=O)(C(F)(F)F)C=1C=NN(C1)C 3-(1-methyl-1H-pyrazol-4-yl)-4-oxo-3-(trifluoromethyl)pyrrolidine-1-carboxylic acid tert-butyl ester